[3-(N-hydroxycarbamimidoyl)-5H,6H,7H-cyclopenta[b]pyridin-7-yl]-2-methylpyridine-4-carboxamide ONC(=N)C=1C=C2C(=NC1)C(CC2)C=2C(=NC=CC2C(=O)N)C